C(#N)C1=CC=C(C=C1)CCC(=O)OC(C)(C)C tert-Butyl 3-(4-cyanophenyl)propanoate